(2,4-bis(Docosyloxy)phenyl)(4-methoxyphenyl)methanamine C(CCCCCCCCCCCCCCCCCCCCC)OC1=C(C=CC(=C1)OCCCCCCCCCCCCCCCCCCCCCC)C(N)C1=CC=C(C=C1)OC